3-fluorobenzenesulfonamide FC=1C=C(C=CC1)S(=O)(=O)N